C1(CC1)C1=CN=C(C(=N1)C(=O)NS(=O)(=O)C)NC1=C(C(=CC=C1)C=1CCOCC1)OCC(F)(F)F 6-cyclopropyl-3-((3-(3,6-dihydro-2H-pyran-4-yl)-2-(2,2,2-trifluoroethoxy)phenyl)amino)-N-(methylsulfonyl)pyrazine-2-carboxamide